CC1(OCC[C@@H](O1)CCN)C 2-[(4S)-2,2-dimethyl-1,3-dioxan-4-yl]ethylamine